diammonium {[(3S,4R)-4-[(7-{5-[1-(difluoromethyl)cyclopropyl]pyridin-2-yl}-5-fluoropyrrolo[2,1-f][1,2,4]triazin-2-yl)amino]oxan-3-yl]oxy}methyl phosphate P(=O)(OCO[C@@H]1COCC[C@H]1NC1=NN2C(C=N1)=C(C=C2C2=NC=C(C=C2)C2(CC2)C(F)F)F)([O-])[O-].[NH4+].[NH4+]